FC=1C=C(C=C(C1OC1=CC(=NC=C1)C(F)(F)F)F)CO (3,5-difluoro-4-((2-(trifluoro-methyl)pyrid-4-yl)oxy)phenyl)methanol